C(C)(=O)OC(OC(C)=O)(OC(C)=O)[SiH3] Triacetoxymethylsilan